FC(C(=O)O)(F)F.FC(C(=O)O)(F)F.C(C)(C)(C)NC1CN(CC1)C=1N=NC(=CN1)C1=NC=C(C=C1O)N1N=CC=N1 2-{3-[3-(tert-butylamino)pyrrolidin-1-yl]-1,2,4-triazin-6-yl}-5-(2H-1,2,3-triazol-2-yl)pyridin-3-ol bistrifluoroacetate